COC1=C(C=CC=C1OC)C1CC1 2,3-dimethoxyphenyl-cyclopropane